benzyl (3S)-4-[2-[4-(dimethoxymethyl)-1-piperidinyl] ethyl]-3-methyl-piperazine-1-carboxylate COC(C1CCN(CC1)CCN1[C@H](CN(CC1)C(=O)OCC1=CC=CC=C1)C)OC